FC(C(C(C(C(C(C(C(C(F)(F)F)(F)F)(F)F)(F)F)(F)F)(F)F)(F)F)(F)F)(C(=O)O)F perfluoro-n-nonyl-carboxylic acid